NC1=NC=2C=C(C=CC2C2=C1N=C(N2C2=CC=C(C=C2)CN)CCCC)C(=O)OC methyl 4-amino-1-(4-(aminomethyl)phenyl)-2-butyl-1H-imidazo[4,5-c]quinoline-7-carboxylate